2-(4-methoxyphenyl)-1-[(4-methylphenyl)sulfonyl]-1H-indole COC1=CC=C(C=C1)C=1N(C2=CC=CC=C2C1)S(=O)(=O)C1=CC=C(C=C1)C